3-iodo-5-methylimidazo[1,2-a]pyrazine IC1=CN=C2N1C(=CN=C2)C